CC(C[Si](OC)(OC)OC)CC(C)(C)C (2,4,4-Trimethylpentyl)trimethoxysilane